(5,8-diazaspiro[3.5]nonan-8-yl)methanone C1CCC12NCCN(C2)C=O